2-(1H-pyrazol-4-yl)-4-(3-(6-(trifluoromethyl)imidazo[1,2-a]pyridin-3-yl)-1,2,4-thiadiazol-5-yl)morpholine N1N=CC(=C1)C1CN(CCO1)C1=NC(=NS1)C1=CN=C2N1C=C(C=C2)C(F)(F)F